3-hydroxy-2,2-dimethyl-1-(4-(4-nitrophenyl)-3,6-dihydropyridin-1(2H)-yl)propan-1-one OCC(C(=O)N1CCC(=CC1)C1=CC=C(C=C1)[N+](=O)[O-])(C)C